2-(3-chloro-5-fluorophenyl)-1-(1-(2-fluorobenzoyl)-1H-pyrrol-3-yl)ethan-1-one tert-butyl-(1-(5-bromobenzo[d]thiazol-2-yl)-2-methylpropan-2-yl)carbamate C(C)(C)(C)N(C(O)=O)C(CC=1SC2=C(N1)C=C(C=C2)Br)(C)C.ClC=2C=C(C=C(C2)F)CC(=O)C2=CN(C=C2)C(C2=C(C=CC=C2)F)=O